4-Oxo-6-((1S,2S)-2-(3-(trifluoromethyl)-1H-pyrazol-1-yl)cyclobutyl)-1-((R)-1-(6-(trifluoromethyl)pyridin-3-yl)ethyl)-4,5-dihydro-1H-pyrazolo[3,4-d]pyrimidin-3-carbonitril O=C1C2=C(N=C(N1)[C@@H]1[C@H](CC1)N1N=C(C=C1)C(F)(F)F)N(N=C2C#N)[C@H](C)C=2C=NC(=CC2)C(F)(F)F